C(C)(C)(C)OC(=O)CC(=O)O 2-(t-butoxycarbonyl)acetic acid